N1C(=NC=C1)CN(C1=NC(=C(C(=C1C#N)CC)C#N)Cl)C 2-(((1H-imidazol-2-yl)methyl)(methyl)amino)-6-chloro-4-ethylpyridine-3,5-dicarbonitrile